C(C)(=S)N1CCN(CC1)CC1=CN=C2C=C(C(NC2=C1)=O)CC 7-((4-Ethanethioylpiperazin-1-yl)methyl)-3-ethyl-1,5-naphthyridin-2(1H)-one